N[C@@]1(CN(CC1)C1=C(C(=NC=C1C(N[C@@H](C)C1CC1)=O)OC(C(=O)O)CC)C1=CC(=CC(=C1)F)F)C ({4-[(3S)-3-amino-3-methylpyrrolidin-1-yl]-5-{[(1S)-1-cyclopropylethyl]carbamoyl}-3-(3,5-difluorophenyl)pyridin-2-yl}oxy)butanoic acid